(1R,2S,3R,5R)-3-(4-(methylamino)-7H-pyrrolo[2,3-d]pyrimidin-7-yl)-5-(((3-(phenethylamino)propyl)(2,2,2-trifluoroethyl)amino)methyl)cyclopentane-1,2-diol CNC=1C2=C(N=CN1)N(C=C2)[C@H]2[C@@H]([C@@H]([C@H](C2)CN(CC(F)(F)F)CCCNCCC2=CC=CC=C2)O)O